(2s,3aR,5r,6aS)-N2-(4-(7-bromo-1H-indol-3-yl)-5-(trifluoromethyl)pyrimidin-2-yl)octahydropentalene-2,5-diamine BrC=1C=CC=C2C(=CNC12)C1=NC(=NC=C1C(F)(F)F)NC1C[C@@H]2CC(C[C@@H]2C1)N